FC(OC1=CC(=NN1)NC1=NC(=CN=C1)OC1C[C@@H](N[C@H](C1)C)C)F N-(5-(difluoromethoxy)-1H-pyrazol-3-yl)-6-(((2S,6S)-2,6-dimethylpiperidin-4-yl)oxy)pyrazin-2-amine